ethyl (2-cyano-2-(3,4-dimethoxyphenyl)vinyl)carbamate C(#N)C(=CNC(OCC)=O)C1=CC(=C(C=C1)OC)OC